4-Hydrazonomethyl-1-hydroxy-2,2,5,5-tetramethyl-3-imidazoline-3-oxide N(N)=CC1=[N+](C(N(C1(C)C)O)(C)C)[O-]